N-diisoPropylethylethylamine C(C)(C)C(C)(NCC)C(C)C